1-((R)-1-(6-(difluoromethyl)pyridin-3-yl)ethyl)-4-oxo-6-((1R,2R)-2-(pyrimidin-2-yl)cyclobutyl)-4,5-dihydro-1H-pyrazolo[3,4-d]pyrimidine-3-carbonitrile FC(C1=CC=C(C=N1)[C@@H](C)N1N=C(C2=C1N=C(NC2=O)[C@H]2[C@@H](CC2)C2=NC=CC=N2)C#N)F